(2R)-1-({8-[(3β)-cholest-5-en-3-yloxy]octyl}oxy)-3-(heptyloxy)N,N-dimethyl-propan-2-amine CC(C)CCC[C@@H](C)[C@H]1CC[C@H]2[C@@H]3CC=C4C[C@H](CC[C@]4(C)[C@H]3CC[C@]12C)OCCCCCCCCOC[C@@H](COCCCCCCC)N(C)C